The molecule is an isoquinoline alkaloid that is the biaryl resulting from substitution of the hydrogen at the 7-position of (1R,3R)-1,3-dimethyl-1,2,3,4-tetrahydroisoquinolin-8-ol by a 4,5-dimethoxy-2-methylnaphthalen-1-yl group. It is a naphthylisoquinoline alkaloid isolated from the roots and stem barks of Triphyophyllum peltatum and exhibits antifungal, antimalarial, antineoplastic and molluscicidal activites. It has a role as an antimalarial, an antifungal agent, a molluscicide and a metabolite. It is an isoquinoline alkaloid, a member of methylnaphthalenes, a methoxynaphthalene, a member of isoquinolines and a biaryl. C[C@@H]1CC2=C([C@H](N1)C)C(=C(C=C2)C3=C4C=CC=C(C4=C(C=C3C)OC)OC)O